Docosahexaenoic Acid CC/C=C\C/C=C\C/C=C\C/C=C\C/C=C\C/C=C\CCC(=O)O